CC1=NC=CC(=N1)C(C)=O 1-(2-Methylpyrimidin-4-yl)ethanone